9H-purin-6-yl-benzamide N1=CN=C2NC=NC2=C1C1=C(C(=O)N)C=CC=C1